CN1N=CC(=C1)C=1C=CC(=C(C1)O)C1=CN=C(N=N1)N1CC(CC1)NC(C)C 5-(1-methyl-1H-pyrazol-4-yl)-2-(3-{3-[(propan-2-yl)amino]pyrrolidin-1-yl}-1,2,4-triazin-6-yl)phenol